4-((4-(4-(2,6-dioxopiperidin-3-yl)phenyl)piperazin-1-yl)methyl)piperidine-1-carboxylic acid tert-butyl Ester C(C)(C)(C)OC(=O)N1CCC(CC1)CN1CCN(CC1)C1=CC=C(C=C1)C1C(NC(CC1)=O)=O